C(CCC)N(C1CC(N(C(C1)(C)C)C)(C)C)C1=NC(=NC(=N1)N(CCCC)C1CC(N(C(C1)(C)C)C)(C)C)NC=CCCCC(CCCCCNC1=NC(=NC(=N1)N(CCCC)C1CC(N(C(C1)(C)C)C)(C)C)N(CCCC)C1CC(N(C(C1)(C)C)C)(C)C)NC1=NC(=NC(=N1)N(CCCC)C1CC(N(C(C1)(C)C)C)(C)C)N(CCCC)C1CC(N(C(C1)(C)C)C)(C)C 1,6,11-tris(2,4-bis[N-butyl-N-(1,2,2,6,6-pentamethyl-4-piperidyl)amino]-s-triazin-6-yl)aminoUndecaneN